OC1=C(C=C(C=C1)C1=CC=C(O1)P(O)(O)=O)C=1C=2N(C=CC1)N=C(N2)NC2=CC=CC=C2 (5-(4-hydroxy-3-(2-(phenylamino)-[1,2,4]triazolo[1,5-a]pyridin-8-yl)phenyl)furan-2-yl)phosphonic acid